P(=O)(OC1OC(C2=CC=C(C(=C12)OC)OC1=CC=CC=C1)=O)(OC)OC 7-methoxy-3-oxo-6-phenoxy-1,3-dihydroisobenzofuran-1-yl dimethyl phosphate